N=1C=NN2C1C=C(C=C2)OC2=C(C=C(C=C2)NC2=NC=NC1=CC=C3C(=C21)OC[C@H]2N3CCN(C2)C(C=C)=O)C (S)-1-(4-((4-([1,2,4]triazolo[1,5-a]pyridin-7-yloxy)-3-methylphenyl)amino)-6a,7,9,10-tetrahydropyrazino[1',2':4,5][1,4]oxazino[2,3-f]quinazolin-8(6H)-yl)prop-2-en-1-one